Cl.O=C1NC2=CC=CC=C2[C@]12CN[C@@H](C2)C(=O)N (3R,5'S)-2-oxospiro[indoline-3,3'-pyrroline]-5'-carboxylic acid amide hydrochloride